BrC1=C(C=CC=C1)N(C=1C=C(C=C(C1)C1=CC=CC=C1)C1=CC=CC=C1)C1=CC=CC=C1 (2-bromophenyl)phenyl-[1,1':3',1'']terphenyl-5'-ylamine